8-(2-(cyclopropanesulfonamido)pyrimidin-4-yl)-N-(5-(6-ethoxypyrazin-2-yl)pyridin-2-yl)-1,4-dioxaspiro[4.5]decane-8-carboxamide C1(CC1)S(=O)(=O)NC1=NC=CC(=N1)C1(CCC2(OCCO2)CC1)C(=O)NC1=NC=C(C=C1)C1=NC(=CN=C1)OCC